ClC=1C=C2C=CC(=CC2=CC1)C=1N=NNC1C(=O)O 4-(6-chloronaphthalen-2-yl)-1H-1,2,3-triazole-5-carboxylic acid